manganese(II) methanesulfonate CS(=O)(=O)[O-].[Mn+2].CS(=O)(=O)[O-]